COC1=CC(=C(C=C1NC1=NC=NC(=C1)N1OCC[C@@H]1C1=CC(=CC=C1)OC1=CC=CC=C1)NC(C=C)=O)N1C[C@@H](OCC1)C N-(4-methoxy-2-((S)-2-methylmorpholino)-5-((6-((R)-3-(3-phenoxyphenyl)isoxazolidin-2-yl)pyrimidin-4-yl)amino)phenyl)acrylamide